5-(4-cyano-2,3,5,6-tetrafluorophenyl)-2-cyanopyrimidine C(#N)C1=C(C(=C(C(=C1F)F)C=1C=NC(=NC1)C#N)F)F